[B].[Fe].[Cu].[Al] aluminum-copper-iron-boron